C1(=CC=CC=C1)S(=O)(=O)CCC(=O)C1=CC=C(C#N)C=C1 4-(3-(phenylsulfonyl)propionyl)benzonitrile